4-(bicyclo[1.1.1]pentan-1-ylamino)-2-(methylsulfinyl)pyrimidine-5-carboxamide C12(CC(C1)C2)NC2=NC(=NC=C2C(=O)N)S(=O)C